FC1=NC=CC(=C1)OC(F)(F)F 2-fluoro-4-(trifluoromethoxy)pyridine